1-(11Z-docosenoyl)-2-heneicosanoyl-glycero-3-phosphocholine CCCCCCCCCCCCCCCCCCCCC(=O)O[C@H](COC(=O)CCCCCCCCC/C=C\CCCCCCCCCC)COP(=O)([O-])OCC[N+](C)(C)C